(R)-5-((1-(benzyloxy)propan-2-yl)oxy)-6-methoxyquinazolin-4-ol C(C1=CC=CC=C1)OC[C@@H](C)OC1=C2C(=NC=NC2=CC=C1OC)O